(2'-(2,6-difluoro-3,5-dimethoxyphenyl)-3'-oxo-2',3'-dihydro-1'H-spiro[cyclopropane-1,4'-[2,7]naphthyridin]-6'-yl)methylcarbamic acid tert-butyl ester C(C)(C)(C)OC(NCC=1C=C2C3(C(N(CC2=CN1)C1=C(C(=CC(=C1F)OC)OC)F)=O)CC3)=O